Cl.C=NC(=N)NNC(=N)N methylenebiguanidine hydrochloride